(2-(2,6-dioxopiperidin-3-yl)-3-oxoisoindol-5-yl)methanol O=C1NC(CCC1N1CC2=CC=C(C=C2C1=O)CO)=O